thioldiol S1C(=C(C=C1)O)O